(3-cyclopropoxy-4-((3-(7-(((Z)-3-fluoro-1-methylpiperidin-4-yl)amino)-3-(2,2,2-trifluoroethyl)benzo[b]thiophen-2-yl)prop-2-yn-1-yl)amino)phenyl)dimethylphosphine oxide C1(CC1)OC=1C=C(C=CC1NCC#CC1=C(C2=C(S1)C(=CC=C2)NC2C(CN(CC2)C)F)CC(F)(F)F)P(C)(C)=O